O[C@@H](CNC(=O)C=1C=2C[C@H]3[C@@H](C2N(N1)C1=C(C=C(C=C1)F)F)C3)CO (1aS,5aS)-2-(2,4-Difluoro-phenyl)-1a,2,5,5a-tetrahydro-1H-2,3-diaza-cyclopropa[a]pentalene-4-carboxylic acid ((S)-2,3-dihydroxy-propyl)-amide